FC1=C(OC2=C(C=C(C=C2)CS(=O)(=O)C)C=2C3=C(C(N(C2)C)=O)NN=C3)C=CC(=C1)F 4-{2-(2,4-difluorophenoxy)-5-[(methylsulfonyl)methyl]phenyl}-6-methyl-1,6-dihydro-7H-pyrazolo[3,4-c]pyridin-7-one